FC=1C(=NC=CC1)C1=CSC2=C1N=C(N=C2OC)C=2N(C=CN2)C 7-(3-Fluoropyridin-2-yl)-4-methoxy-2-(1-methyl-1H-imidazol-2-yl)thieno[3,2-d]pyrimidine